ClC1=CC=C(C=C1)C1=N[C@H](C=2N(C3=C1C=C(C=C3)OCCNC(=O)C=3C=C(C=CC3)B(O)O)C(=NN2)C)CC(=O)NCC (3-((2-(((4S)-6-(4-chlorophenyl)-4-(2-(ethylamino)-2-oxoethyl)-1-methyl-4H-benzo[f][1,2,4]triazolo[4,3-a][1,4]diazepin-8-yl)oxy)ethyl)carbamoyl)phenyl)boronic acid